(±)-trans-isopropyl 2-(3-((6-(5-(hydroxymethyl)-1-methyl-1H-1,2,3-triazol-4-yl)-2-methylpyridin-3-yl)oxy)cyclopentyl)acetate OCC1=C(N=NN1C)C1=CC=C(C(=N1)C)O[C@@H]1C[C@H](CC1)CC(=O)OC(C)C |r|